(R)-(2-methylaziridin-1-yl)phosphonic acid diethyl ester C(C)OP(OCC)(=O)[N@]1C(C1)C